tert-butyl 4-[4-[[6-(2,6-dichlorophenyl)-8-ethyl-5-oxo-pyrido[4,3-d]pyrimidin-2-yl]amino]pyrazol-1-yl]piperidine-1-carboxylate ClC1=C(C(=CC=C1)Cl)N1C(C2=C(N=C(N=C2)NC=2C=NN(C2)C2CCN(CC2)C(=O)OC(C)(C)C)C(=C1)CC)=O